FC1(CCC(CC1)N1N=NC(=C1)C1(CCN(CC1)C(=O)OC(C)(C)C)C(F)(F)F)F tert-butyl 4-(1-(4,4-difluorocyclohexyl)-1H-1,2,3-triazol-4-yl)-4-(trifluoromethyl)piperidine-1-carboxylate